2-([1,4'-Bipiperidin]-1'-yl)-5-(3'-methyl-2'-oxo-2',3'-dihydrospiro[cyclopropane-1,1'-pyrrolo[2,3-c]quinolin]-8'-yl)pyridin N1(CCCCC1)C1CCN(CC1)C1=NC=C(C=C1)C1=CC=2C3=C(C=NC2C=C1)N(C(C31CC1)=O)C